COC1=CC=C(CN(C2=CC=CC(=N2)C2=C(C3=C(C(N4[C@@H](CO3)CN(CC4)C(=O)OC(C)(C)C)=O)C(=N2)F)Cl)CC2=CC=C(C=C2)OC)C=C1 tert-butyl (R)-3-(6-(bis(4-methoxybenzyl)amino)pyridin-2-yl)-4-chloro-1-fluoro-12-oxo-6a,7,9,10-tetrahydro-12H-pyrazino[2,1-c]pyrido[3,4-f][1,4]oxazepine-8(6H)-carboxylate